C1(CCCC1)N1[C@@H](C(N(C=2C=NC(=NC12)NC1=C(C=C(C(=O)O)C=C1)OC)C)=O)CC (R)-4-((8-cyclopentyl-7-ethyl-5-methyl-6-oxo-5,6,7,8-tetrahydropteridin-2-yl)amino)-3-methoxybenzoic acid